2,2,6,6-tetramethylpiperidyl-lithium magnesium chloride [Cl-].[Mg+2].CC1(N(C(CCC1)(C)C)[Li])C.[Cl-]